3-(3,4-Dimethoxyphenyl)-2,5-dimethyl-N-[(3-methylsulfonylphenyl)methyl]pyrazolo[1,5-a]pyrimidin-7-amin COC=1C=C(C=CC1OC)C=1C(=NN2C1N=C(C=C2NCC2=CC(=CC=C2)S(=O)(=O)C)C)C